CNCC1CN(C1)C(=O)C1=CC2=CC=CC(=C2C=C1)OC1=CC=C(C=C1)C(F)(F)F (3-((methylamino)methyl)azetidin-1-yl)(5-(4-(trifluoromethyl)phenoxy)naphthalen-2-yl)methanone